C(C)OC(C=C=O)=O 2-carbonylacetic acid ethyl ester